FC1=C(C(=CC=C1)C)N1CCC(CC1)C1=CC=2C(=NC(=CN2)OC)N(C1=O)CC1=NC=CC=C1C(F)(F)F 7-(1-(2-fluoro-6-methylphenyl)piperidin-4-yl)-3-methoxy-5-((3-(trifluoromethyl)pyridin-2-yl)methyl)pyrido[2,3-b]pyrazin-6(5H)-one